CN(C)CC1=CC=C(O1)C(=O)NC1=CC(=C(C=C1)F)N1N=C2N=CC(=CC2=C1)C(C)C 5-[(dimethylamino)methyl]-N-{4-fluoro-3-[5-(propan-2-yl)-2H-pyrazolo[3,4-b]pyridin-2-yl]phenyl}furan-2-carboxamide